C(=O)OC(C(=O)OCC)C1=CC=CC=C1 ethyl 2-(formyloxy)-2-phenylacetate